CC1(CNCC1)C1N(CCC1)C(=O)OC(C)(C)C tert-butyl 3'-methyl-[2,3'-bipyrrolidine]-1-carboxylate